NC1=C(C=NN1C1=CC=CC=C1)C(=O)NC1=CC(=C(C=C1)OC1=C(C(=NC=C1)N)Cl)F 5-amino-N-(4-((2-amino-3-chloropyridine-4-yl)oxy)-3-fluorophenyl)-1-phenyl-1H-pyrazole-4-carboxamide